(1R*,2S*,3S*)-3-(3-chloro-5,6-dihydro-7H-pyrrolo[2,3-c]pyridazin-7-yl)-1,2-dimethylcyclobutanol ClC1=CC2=C(N=N1)N(CC2)[C@@H]2[C@@H]([C@@](C2)(O)C)C |o1:10,11,12|